NC/C(/CN1N=CN(C1=O)CC1=CC=C(S1)C=1C(N(C=CC1)C(C)C)=O)=C\F [5-({1-[(2E)-2-(aminomethyl)-3-fluoroprop-2-en-1-yl]-5-oxo-1,5-dihydro-4H-1,2,4-triazol-4-yl}methyl)thiophen-2-yl]-1-(propan-2-yl)pyridin-2(1H)-one